ClC1=NC(=NC=N1)NC1=C(C=CC=C1)C1(CC1)O 1-(2-((4-chloro-1,3,5-triazin-2-yl)amino)phenyl)cyclopropanol